3-bromo-6-(4-((tert-butoxycarbonyl)amino)-4-methylpiperidin-1-yl)-5-(((tert-butyldimethylsilyl)oxy)methyl)-1H-pyrazolo[3,4-b]Pyrazine-1-carboxylic acid tert-butyl ester C(C)(C)(C)OC(=O)N1N=C(C=2C1=NC(=C(N2)CO[Si](C)(C)C(C)(C)C)N2CCC(CC2)(C)NC(=O)OC(C)(C)C)Br